C(C1=CC=CC=C1)OC1=NC(=CC=C1N1C(N(C2=C1C=CC(=C2)N2[C@H]1CC(C[C@@H]2CC1)CC(=O)OCC)C)=O)OCC1=CC=CC=C1 ethyl 2-((1R,3r,5S)-8-(1-(2,6-bis(benzyloxy)pyridin-3-yl)-3-methyl-2-oxo-2,3-dihydro-1H-benzo[d]imidazol-5-yl)-8-azabicyclo[3.2.1]octan-3-yl)acetate